NC1CCN(CC1)CCNC(=O)C=1C=C2C(=NNC2=CC1)C=1NC=C(N1)C1=CC=CC=C1 N-(2-(4-aminopiperidin-1-yl)ethyl)-3-(4-phenyl-1H-imidazol-2-yl)-1H-indazole-5-carboxamide